methyl-1,4-benzoquinone CC=1C(C=CC(C1)=O)=O